ClC=1C=C(C=C(C1F)Cl)C1(CC(=NO1)N1CC=2C=NC(=CC2C1)C(=O)NC1CN(C1)S(=O)(=O)C(F)F)C(F)(F)F 2-(5-(3,5-dichloro-4-fluorophenyl)-5-(trifluoromethyl)-4,5-dihydroisoxazol-3-yl)-N-(1-((difluoromethyl)sulfonyl)azetidin-3-yl)-2,3-dihydro-1H-pyrrolo[3,4-c]pyridine-6-carboxamide